3-(5-(hexahydropyrrolo[3,4-c]pyrrol-2(1H)-yl)-1-oxoisoindoline-2-yl)piperidine C1N(CC2C1CNC2)C=2C=C1CN(C(C1=CC2)=O)C2CNCCC2